8-((4,6-difluoroindolin-1-yl)methyl)-N,N-dimethyl-2-morpholino-4-oxo-4H-chromene-6-carboxamide FC1=C2CCN(C2=CC(=C1)F)CC=1C=C(C=C2C(C=C(OC12)N1CCOCC1)=O)C(=O)N(C)C